3-glycidyl-oxypropyl-trimethoxy-silane C(C1CO1)OCCC[Si](OC)(OC)OC